C1(=CC=C(C=C1)N(C1=CC=2C(C3=CC=CC=C3C2C=C1)(C)C)C1=CC=CC=C1)C1=CC=CC=C1 N-(1,1'-biphenyl-4-yl)-N-phenyl-9,9-dimethyl-9H-fluoren-2-amine